5-((S)-3-(tert-butoxy)-2-((1,3-dioxoisoindolin-2-yl)oxy)-3-oxopropoxy)-2-((R)-1-(tert-butoxycarbonyl)-pyrrolidin-3-yl)-1-methyl-2H-indazol-1-ium C(C)(C)(C)OC([C@H](COC1=CC2=CN([N+](=C2C=C1)C)[C@H]1CN(CC1)C(=O)OC(C)(C)C)ON1C(C2=CC=CC=C2C1=O)=O)=O